C1(CCCCC1)NC1=CC(=NC=2N1N=CC2)C2=CC=CC=C2 N-cyclohexyl-5-phenylpyrazolo[1,5-a]pyrimidine-7-amine